[2H]C([2H])(C(=O)O)C([2H])([2H])C(=O)O The molecule is a deuterated compound that is succinic acid in which the four methylene hydrogens are replaced by deuterium. It is a deuterated compound, an alpha,omega-dicarboxylic acid and a C4-dicarboxylic acid.